methyl 1,3-benzoxazole-6-carboxylate O1C=NC2=C1C=C(C=C2)C(=O)OC